1H-benzimidazole-1-carboxylic acid (9-fluorenylmethyl) ester C1=CC=CC=2C3=CC=CC=C3C(C12)COC(=O)N1C=NC2=C1C=CC=C2